C1=CC=C(C(=C1)C(=O)O)NC=O Formylanthranilic acid